3-[(5-bromo-6-fluoro-indazol-1-yl)methyl]pentan BrC=1C=C2C=NN(C2=CC1F)CC(CC)CC